N1(CNCCC1)C(C)=O 1-(tetrahydropyrimidin-1(2H)-yl)ethan-1-one